ClC=1C=C2C(=CC(=NC2=CC1)C(F)(F)F)NC1CCC(CC1)NC(=O)C=1N=C2N(C=CN=C2)C1 N-[(1s,4s)-4-{[6-chloro-2-(trifluoromethyl)quinolin-4-yl]amino}cyclohexyl]imidazo[1,2-a]pyrazine-2-carboxamide